(6,6-dimethylpiperazin-2-yl)methanol CC1(CNCC(N1)CO)C